8-((1,3-dimethyl-1H-pyrazol-5-yl)sulfonyl)-1-oxa-8-azaspiro[4.5]decan-3-one CN1N=C(C=C1S(=O)(=O)N1CCC2(CC(CO2)=O)CC1)C